C(C)(C)(C)OC(=O)N1CC(C1)C1=C(C=C(C=N1)CN1CCC(CC1)C(=O)OC)C methyl 1-((6-(1-(tert-butoxycarbonyl)azetidin-3-yl)-5-methylpyridin-3-yl)methyl)piperidine-4-carboxylate